C(#N)C=1C=C(C=NC1)C(=O)N(C=1C(=NC=CC1)C(F)(F)F)CC=1C=CC=2C3=C(C(=NC2C1)NCC1=C(C=C(C=C1)OC)OC)COC3 5-cyano-N-[(4-{[(2,4-di-methoxyphenyl)methyl]amino}-1H,3H-furo[3,4-c]quinolin-7-yl)methyl]-N-[2-(trifluoromethyl)pyridin-3-yl]pyridine-3-carboxamide